BrC1C2(C3=CC=CC=C3C1)CC2 bromo-2',3'-dihydrospiro[cyclopropane-1,1'-indene]